(R)-N-((3-(methoxymethyl)thiophen-2-yl)methyl)-2-(9-(pyridin-2-yl)-6-oxaspiro[4.5]decan-9-yl)ethanamine hydrochloride Cl.COCC1=C(SC=C1)CNCC[C@]1(CCOC2(CCCC2)C1)C1=NC=CC=C1